tert-amyliminotri(dimethylamino)niobium C(C)(C)(CC)N=[Nb](N(C)C)(N(C)C)N(C)C